C12N[C@@H](C(CC1)CC2)C(=O)N2CCCC(CCC2)C2=CN(C1=CN=CC=C12)C1=C(C(=O)N(C(C)C)C(C)C)C=C(C=C1)F 2-(3-{1-[(3S)-2-azabicyclo[2.2.2]octane-3-carbonyl]azocan-5-yl}-1H-pyrrolo[2,3-c]pyridin-1-yl)-5-fluoro-N,N-di(propan-2-yl)benzamide